N-(4-isopropyl-1H-pyrazol-5-yl)cyclopropanecarboximidamide C(C)(C)C=1C=NNC1NC(=N)C1CC1